ClC=1C=C(CNC2=NC=NC3=CC(=C(C=C23)OC2CCN(CC2)C(C=C)=O)OC)C=C(C1)Cl 1-(4-((4-((3,5-dichlorobenzyl)amino)-7-methoxy-quinazolin-6-yl)oxy)piperidin-1-yl)prop-2-en-1-one